C(C)C(C(=O)O)C1OC(C2=C(C3=CN=C(C=C31)OC)SC(=C2C)C)C2=CC=C(C=C2)Cl.CSC2=CC=C(C=C2)C2=C3C=CC(C=C1C=CC(=CC=4C=CC(=CC5=CC=C2N5)N4)N1)=N3 20-(4-methylthiophenyl)porphyrin Ethyl-2-(4-(4-chlorophenyl)-8-methoxy-2,3-dimethyl-4,6-dihydrothieno[2',3':5,6]oxepino[4,3-c]pyridin-6-yl)acetate